CCC(C)(C)[O-].[Li+] lithium tert-amylate